methyl 3-((1H-pyrrolo[2,3-b]pyridin-5-yl)oxy)-4'-(2-phenylpyrrolidin-1-yl)-2',3',4',5'-tetrahydro-[1,1'-biphenyl]-4-carboxylate N1C=CC=2C1=NC=C(C2)OC=2C=C(C=CC2C(=O)OC)C=2CCC(CC2)N2C(CCC2)C2=CC=CC=C2